[2,3,5,6-tetrafluoro-4-(trifluoromethyl)phenyl]lithium borate B(O)(O)O.FC1=C(C(=C(C(=C1F)C(F)(F)F)F)F)[Li]